COC=1C=C(C=CC1[N+](=O)[O-])S(=O)(=O)N(COCC[Si](C)(C)C)COCC[Si](C)(C)C 3-methoxy-4-nitro-N,N-bis({[2-(trimethylsilyl)ethoxy]methyl})-benzenesulfonamide